2-({6-[(1,3-Benzothiazol-2-yl)amino]-4,5-dimethylpyridazin-3-yl}amino)-5-(3-methoxypropyl)-1,3-thiazole-1-carboxylic acid S1C(=NC2=C1C=CC=C2)NC2=C(C(=C(N=N2)NC=2S(C(=CN2)CCCOC)C(=O)O)C)C